N1=C(C(=C(C(=C1[2H])[2H])[2H])[2H])[2H] pyridin-d5